Benzyl 4-(3-amino-1-methyl-1H-indazol-6-yl)piperazine-1-carboxylate NC1=NN(C2=CC(=CC=C12)N1CCN(CC1)C(=O)OCC1=CC=CC=C1)C